2-benzyl 1-tert-butyl (2R,4S)-4-(3-chloro-4-fluorobenzyl)-5-hydroxypyrrolidine-1,2-dicarboxylate ClC=1C=C(C[C@H]2C[C@@H](N(C2O)C(=O)OC(C)(C)C)C(=O)OCC2=CC=CC=C2)C=CC1F